ClC=1C=CC=C2C(=CNC12)C=O 7-CHLORO-1H-INDOLE-3-CARBALDEHYDE